3-(6-(2-aminopyrimidin-5-yl)-7-(3-hydroxy-3-methylbut-1-yn-1-yl)-5H-pyrrolo[2,3-b]pyrazin-2-yl)-2,4-dimethylphenol NC1=NC=C(C=N1)C1=C(C=2C(=NC=C(N2)C=2C(=C(C=CC2C)O)C)N1)C#CC(C)(C)O